[N+](=O)([O-])C1=NC=CC=C1CCO 2-nitro-3-hydroxyethylpyridine